(5-bromoisoindol-2-yl)ethan-1-one BrC1=CC2=CN(C=C2C=C1)C(C)=O